C(NC(=O)C1=NC=CC=C1)([2H])([2H])[2H] N-(methyl-d3)pyridinamide